1-(((3S)-1-((3-cyano-1-azetidinyl)sulfonyl)-3-piperidinyl)carbonyl)-N-(5-methyl-2-(trifluoromethyl)benzyl)-D-prolinamide C(#N)C1CN(C1)S(=O)(=O)N1C[C@H](CCC1)C(=O)N1[C@H](CCC1)C(=O)NCC1=C(C=CC(=C1)C)C(F)(F)F